N-(1-(3-methoxy-2-(trifluoromethyl)phenyl)propyl)-2-methylpropane-2-sulfinamide COC=1C(=C(C=CC1)C(CC)NS(=O)C(C)(C)C)C(F)(F)F